COCOC=1C=C(C=CC1[Sn](CCCC)(CCCC)CCCC)C1=NOC(=N1)C 3-[3-(methoxymethoxy)-4-(tributylstannyl)phenyl]-5-methyl-1,2,4-oxadiazole